C(C)OC=1C=C(C=2N(C1)N=C1C2C=NN1)C=1C=CC(=NC1)N1CC2(C1)CCN(CC2)C(=O)[O-] 2-(5-(6-Ethoxy-1H-pyrazolo[3',4':3,4]pyrazolo[1,5-a]pyridin-4-yl)pyridin-2-yl)-2,7-diazaspiro[3.5]nonane-7-carboxylate